OC1=CC(=C(C=C1/C=C/C(=O)SCCNC(CCNC([C@@H](C(COP(OP(OC[C@@H]1[C@H]([C@H]([C@@H](O1)N1C=NC=2C(N)=NC=NC12)O)OP(=O)(O)O)(=O)O)(=O)O)(C)C)O)=O)=O)O)O 6-hydroxycaffeoyl-coa